[V].[Al].[Si].[Zn] zinc silicon aluminum vanadium